CC1=C(C=C(N=N1)NC=1N=CC(=NC1)C#N)NCC1CNCCO1 5-(6-methyl-5-(morpholin-2-ylmethylamino)pyridazin-3-ylamino)pyrazine-2-carbonitrile